2-phenyl-4-((tetrahydro-2H-pyran-4-yl)methyl)-2,4-dihydro-3H-1,2,4-triazol-3-one C1(=CC=CC=C1)N1N=CN(C1=O)CC1CCOCC1